N,N-Dimethylnaphtho[2,1-d]oxazol-2-amine CN(C=1OC2=C(N1)C=CC1=CC=CC=C12)C